C(C)(C)(C)[Si]([O-])(C)C.[Li+] lithium (tert-butyl)dimethyl-silanolate